CN1N=CC(=C1)C1=CC2=C(N=C(S2)NC=2C=C(C(=O)N[C@@H]3CNCC3)C=CN2)C=C1 (S)-2-((6-(1-methyl-1H-pyrazol-4-yl)benzo[d]thiazol-2-yl)amino)-N-(pyrrolidin-3-yl)isonicotinamide